N[C@@H](CN1C(N(C(=C(C1=O)C=1C(=C(OCCCC(=O)N)C=CC1)F)C)CC1=C(C=CC=C1C(F)(F)F)F)=O)C1=CC=CC=C1 (R)-4-(3-(3-(2-amino-2-phenylethyl)-1-(2-fluoro-6-(trifluoromethyl)benzyl)-6-methyl-2,4-dioxo-1,2,3,4-tetrahydropyrimidin-5-yl)-2-fluorophenoxy)butanamide